2,6-diamino-N,N-ditetradecylhexanamide NC(C(=O)N(CCCCCCCCCCCCCC)CCCCCCCCCCCCCC)CCCCN